C1(=CC=CC=C1)CCCCOC=1C=C2C(N(C(C2=CC1N)=O)CC(=O)O)=O 5-(4-phenylbutoxy)-6-amino-N-carboxymethyl-isoindoline-1,3-dione